COC=1C(=NC(=NC1)NC1=C2C=CN(C2=CC=C1)CCOC)OC=1C=C(C=CC1)NC(C=C)=O N-(3-(5-methoxy-2-(1-(2-methoxyethyl)indol-4-ylamino)pyrimidin-4-yloxy)phenyl)acrylamide